tert-butyl 8-((R)-1-((4-(N,N-diethylsulfamoyl)phenyl)sulfonyl) piperidine-3-carbonyl)-3,8-diazabicyclo[3.2.1]octane-3-carboxylate C(C)N(S(=O)(=O)C1=CC=C(C=C1)S(=O)(=O)N1C[C@@H](CCC1)C(=O)N1C2CN(CC1CC2)C(=O)OC(C)(C)C)CC